FC=1C(=NC(=CC1)C=1N=NN(N1)CC1=C(C=CC(=C1)OC(F)(F)F)F)[C@@](CS(=O)(=O)N)(C)O |o1:25| (R or S)-2-(3-fluoro-6-(2-(2-fluoro-5-(trifluoromethoxy)benzyl)-2H-tetrazol-5-yl)pyridin-2-yl)-2-hydroxy-propane-1-sulfonamide